CC1=NC2=CC=CC=C2C(=C1N)C1=CC=CC=C1 2-methyl-4-phenylquinolin-3-amine